N1C(=NC2=C1C=CC=C2)C2=C(N)C=CC(=C2)Br 2-(1H-benzo[d]imidazol-2-yl)-4-bromoaniline